1-(5-((2-chloro-4-cyclopropylbenzyl)oxy)-2,3-dihydro-1H-inden-1-yl)azetidine-3-carboxylic acid ClC1=C(COC=2C=C3CCC(C3=CC2)N2CC(C2)C(=O)O)C=CC(=C1)C1CC1